NC=1N=C(C2=C(N1)C(=NN2CC2=C(C=CC(=C2)CN2CCN(CC2)CCO)OC)C)N[C@H](CCO)CCC (3S)-3-({5-amino-1-[(5-{[4-(2-hydroxyethyl)piperazin-1-yl]methyl}-2-methoxyphenyl)methyl]-3-methyl-1H-pyrazolo[4,3-d]pyrimidin-7-yl}amino)hexan-1-ol